CN(C1CCN(CC1)C1=C(C=C(C=C1)NC=1N=C(C2=C(N1)SC=C2C(F)(F)F)NC2=CC=CC(=N2)C(C)(C)O)OC)C 2-(6-((2-((4-(4-(dimethylamino)piperidin-1-yl)-3-methoxyphenyl)amino)-5-(trifluoromethyl)thieno[2,3-d]pyrimidin-4-yl)amino)pyridin-2-yl)propan-2-ol